4-(4-tert-butylphenyl)-5-methyl-4-phenyl-3-trifluoromethylindolopyranone C(C)(C)(C)C1=CC=C(C=C1)C1(C(C(OC2=C1N(C=1C=CC=CC12)C)=O)C(F)(F)F)C1=CC=CC=C1